COC(C1=C(C(=CC(=C1)OC[C@H]1CN(CCO1)C([2H])([2H])[2H])C=1SC(=CN1)C)F)=O (R)-2-fluoro-5-((4-(methyl-d3)morpholin-2-yl)methoxy)-3-(5-methylthiazol-2-yl)benzoic acid methyl ester